(2S,4S)-4-fluoro-1-[2-[(3R)-3-[(8-methoxy-5-quinolinyl)amino]pyrrolidin-1-yl]acetyl]pyrrolidine-2-carbonitrile F[C@H]1C[C@H](N(C1)C(CN1C[C@@H](CC1)NC1=C2C=CC=NC2=C(C=C1)OC)=O)C#N